3-isopropyl-pyrazolo[1,5-a]pyrimidine-7-amine C(C)(C)C=1C=NN2C1N=CC=C2N